[N+](=O)([O-])C1=C(C(=CC(=C1)[N+](=O)[O-])[N+](=O)[O-])C1=C(C=C(C=C1C(=O)O)C(=O)O)C(=O)O.NC1=NNC(=C1)NN 3-amino-5-hydrazinopyrazole 2,4,6-trinitrobenzene-trimesic acid salt